1-(9Z-nonadecenoyl)-2-pentadecanoyl-glycero-3-phosphoserine CCCCCCCCCCCCCCC(=O)O[C@H](COC(=O)CCCCCCC/C=C\CCCCCCCCC)COP(=O)(O)OC[C@@H](C(=O)O)N